C1(=CC=CC=C1)C(C1=CC=CC=C1)NOC(C(=O)OC1=CC=CC=C1)=O phenyl 2-(((diphenylmethyl) amino) oxy)-2-oxoacetate